3-(1,3-benzodioxol-5-yl)-N-(1H-pyrazol-3-yl)-N-(tetrahydrofuran-2-ylmethyl)prop-2-enamide O1COC2=C1C=CC(=C2)C=CC(=O)N(CC2OCCC2)C2=NNC=C2